COC(=O)C1CN(C(C1)=O)C(C)C1=CC=C(C=C1)OC 1-(1-(4-methoxyphenyl)ethyl)-5-oxo-pyrrolidine-3-carboxylic acid methyl ester